C1(=CC=CC=C1)C1=CN=CC=N1 6-phenylpyrazine